NCC(=O)N[C@@H](CCSC)C(=O)O Glycyl-Methionin